NC1=C(NCCOC2CN(C2)C2=C(C=NN2C)C2=NC(=CC(=C2)C(=O)OC)C)C=C(C=C1)Br methyl 2-[5-[3-[2-(2-amino-5-bromo-anilino)ethoxy]azetidin-1-yl]-1-methyl-pyrazol-4-yl]-6-methyl-pyridine-4-carboxylate